NC1=C(C=C(C=N1)C=1C=C2N(N1)CCC21CN(C1)C(=O)N[C@H](C)C=1C=NC(=NC1)C)C(F)(F)F 2'-[6-amino-5-(trifluoromethyl)pyridin-3-yl]-N-[(1R)-1-(2-methylpyrimidin-5-yl)ethyl]-5',6'-dihydrospiro[azetidine-3,4'-pyrrolo[1,2-b]pyrazole]-1-carboxamide